ClC(C=C)(C=CC)C 3-chloro-3-methyl-1,4-hexadiene